2-(2-imino-1,3-diazinan-1-yl)butanoic acid N=C1N(CCCN1)C(C(=O)O)CC